CC1(N(CCC1)CC(=O)NC=1C=C(C(=NC1)C)NC(=O)C1=NN=C2N1C=CC(=C2)C=2C=NN(C2)CCF)C N-(5-(2-(2,2-dimethylpyrrolidin-1-yl)acetamido)-2-methylpyridin-3-yl)-7-(1-(2-fluoroethyl)-1H-pyrazol-4-yl)-[1,2,4]triazolo[4,3-a]pyridine-3-carboxamide